COC1=C(C(NC(=C1)C)=O)CNC(=O)C1=C(N(C2=CC=CC=C12)[C@H](C)C1CCN(CC1)CC(F)(F)F)C R-N-((4-methoxy-6-methyl-2-oxo-1,2-dihydropyridin-3-yl)methyl)-2-methyl-1-(1-(1-(2,2,2-trifluoroethyl)piperidin-4-yl)ethyl)-1H-indole-3-carboxamide